CNCCO N-methyl-2-aminoethanol